tripropenyl-(N-acryl-2-amino-2-hydroxymethylpropane-1,3-diol) C(=CC)C(C(C(O)(C=CC)C=CC)(CO)NC(=O)C=C)O